(3Z,6S)-6-isopropenyl-3-methyl-3,9-decadienyl-carboxylate methyl-2-(2-(4-methoxybenzyl)-1,1-dioxido-2,3-dihydrobenzo[d]isothiazol-6-yl)-2-methylpropanoate COC(C(C)(C)C1=CC2=C(CN(S2(=O)=O)CC2=CC=C(C=C2)OC)C=C1)=O.C(=C)(C)[C@H](C\C=C(/CCC(=O)O)\C)CCC=C